tert-Butyl 4-(1-(2-methyl-1H-imidazol-1-yl)ethyl)benzoate CC=1N(C=CN1)C(C)C1=CC=C(C(=O)OC(C)(C)C)C=C1